[N+](=O)([O-])C1=C(C(=O)NC=2C=C(C=C(C2)NC(C2=C(C=CC=C2)[N+](=O)[O-])=O)C(F)(F)F)C=CC=C1 3,5-bis(2-nitrobenzoylamino)benzotrifluoride